[I-].FC=1C=C(/C=C/C2=CC=[N+](C=C2)C)C=CC1 (E)-4-(3-fluoro-styryl)-1-methylpyridin-1-ium iodide